BrC1=CC(=C2C(=NC=NC2=C1)O)OC[C@H]1CN(CCN1)C(=O)OC(C)(C)C tert-butyl (R)-3-(((7-bromo-4-hydroxyquinazolin-5-yl)oxy)methyl)-piperazine-1-carboxylate